1-(5-((4-amino-6-chloro-1H-pyrazolo[3,4-d]pyrimidin-1-yl)methyl)-2-bromophenethyl)-6-oxo-1,6-dihydropyridazine-3-carboxylic acid methyl ester COC(=O)C1=NN(C(C=C1)=O)CCC1=C(C=CC(=C1)CN1N=CC=2C1=NC(=NC2N)Cl)Br